N2-(2,4-dimethoxybenzyl)-N4-(pentan-2-yl)pyrido[3,2-d]pyrimidine-2,4-diamine COC1=C(CNC=2N=C(C3=C(N2)C=CC=N3)NC(C)CCC)C=CC(=C1)OC